(R)-6-(4-(1-(fluoromethyl)4-nitro-1H-pyrazol-5-yl)pyridin-2-yl)-6,6-dimethoxy-2-methylhexanoic acid FCN1N=CC(=C1C1=CC(=NC=C1)C(CCC[C@H](C(=O)O)C)(OC)OC)[N+](=O)[O-]